BrC=1C(=C(C=CC1)OC)F bromo-2-fluoroanisole